3-(3-chlorophenyl)-N,N-dimethylpropionamide ClC=1C=C(C=CC1)CCC(=O)N(C)C